OCC12C(C(CC(OC1)O2)O)O 1-(hydroxymethyl)-6,8-dioxabicyclo[3.2.1]octane-2,3-diol